(S)-1-(6,7-dichloro-1-methyl-8-(methylthio)-1,3-dihydro-2H-pyrrolo[3,4-c]quinolin-2-yl)-2-methoxyethan-1-one ClC1=C(C(=CC=2C3=C(C=NC12)CN([C@H]3C)C(COC)=O)SC)Cl